C1=NC=CC2=C1CC[C@H]2N2C(C1=CC=CC=C1C2=O)=O 2-[(5R)-5H,6H,7H-cyclopenta[c]pyridin-5-yl]-2,3-dihydro-1H-isoindole-1,3-dione